7-((4-phenylthiazol-2-yl)methyl)-7H-pyrrolo[2,3-h]quinazoline-2,4-diamine C1(=CC=CC=C1)C=1N=C(SC1)CN1C=CC=2C1=CC=C1C(=NC(=NC21)N)N